(2-(4-(1-(3-Fluorobenzyl)-3-(6-methylpyridin-2-yl)-1H-pyrazol-4-yl)pyridin-2-yl)-4,6-dihydropyrrolo[3,4-d]imidazol-5(1H)-yl)(4-methylpiperazin-1-yl)ketone FC=1C=C(CN2N=C(C(=C2)C2=CC(=NC=C2)C2=NC3=C(N2)CN(C3)C3N(CCN(C3)C)C(=O)N3C(CN(CC3)C)N3CC=2NC(=NC2C3)C3=NC=CC(=C3)C=3C(=NN(C3)CC3=CC(=CC=C3)F)C3=NC(=CC=C3)C)C3=NC(=CC=C3)C)C=CC1